6-bromo-N-[5-(difluoromethoxy)-3-fluoro-6-methoxy-2-pyridyl]pyrazolo[1,5-a]pyridine-3-sulfonamide BrC=1C=CC=2N(C1)N=CC2S(=O)(=O)NC2=NC(=C(C=C2F)OC(F)F)OC